barium zinc [Zn].[Ba]